4-[[2-(5-Chloro-2-hydroxyphenyl)acetyl]amino]-N-(4-cyanotetrahydropyran-4-yl)pyridin ClC=1C=CC(=C(C1)CC(=O)NC1=CCN(C=C1)C1(CCOCC1)C#N)O